FC(CN1C[C@@H]2[C@H](CC1)CNC2)F (3aR,7aS)-5-(2,2-difluoroethyl)octahydro-1H-pyrrolo[3,4-c]pyridine